C(C)C(C(=O)O)C[C@@H](C)[C@H]1CC[C@H]2[C@@H]3CC[C@@H]4CCCC[C@]4(C)[C@H]3CC[C@]12C ethyl-5β-cholan-24-oic acid